COC=1C=C2C=CN=C(C2=CC1)N[C@H]1CC[C@H](CC1)NC(OC(C)(C)C)=O Tert-butyl (cis-4-((6-methoxyisoquinolin-1-yl)amino)cyclohexyl)carbamate